6-isobutyl-4-(5-(4-(2-oxopyrrolidin-1-yl)phenyl)pyridin-3-yl)-1,6-dihydro-7H-pyrazolo[3,4-c]pyridin-7-one C(C(C)C)N1C(C2=C(C(=C1)C=1C=NC=C(C1)C1=CC=C(C=C1)N1C(CCC1)=O)C=NN2)=O